ClC=1C(=NC=C(N1)N1CC(CCC1)N1C(N(CC1)C1CCCC1)=O)C#N 3-chloro-5-(3-(3-cyclopentyl-2-oxoimidazolin-1-yl)piperidin-1-yl)pyrazine-2-carbonitrile